2-{6-[(3aS,7aR)-Octahydro-1H-pyrrolo[3,2-c]pyridin-1-yl][1,3]thiazolo[4,5-c]pyridazin-3-yl}-5-(1H-pyrazol-4-yl)phenol-Dihydrochlorid Cl.Cl.N1(CC[C@H]2CNCC[C@H]21)C=2SC1=C(N=NC(=C1)C1=C(C=C(C=C1)C=1C=NNC1)O)N2